N-[(1R,2R)-2-hydroxy-2-methyl-indan-1-yl]-4-(2-imino-4,4-dimethyl-6-oxo-hexahydropyrimidin-1-yl)-3-methoxy-chromane-6-carboxamide O[C@]1([C@@H](C2=CC=CC=C2C1)NC(=O)C=1C=C2C(C(COC2=CC1)OC)N1C(NC(CC1=O)(C)C)=N)C